7-methoxy-2-(trans-3-{4-[(2R)-2-(trifluoromethyl)piperidin-2-yl]phenyl}cyclobutyl)[1,2,4]triazolo[1,5-c]quinazolin-5-amine COC1=CC=CC=2C=3N(C(=NC12)N)N=C(N3)[C@@H]3C[C@H](C3)C3=CC=C(C=C3)[C@@]3(NCCCC3)C(F)(F)F